(7S)-3-(2-{5H,6H,7H,8H-Imidazo[1,2-a]pyrazin-7-yl}-2-oxoethyl)-7-methyl-2-[2-(2-oxo-1,2-dihydropyridin-1-yl)ethyl]-3H,6H,7H,8H,9H-imidazo[4,5-f]chinolin N=1C=CN2C1CN(CC2)C(CN2C(=NC1=C3CC[C@@H](NC3=CC=C12)C)CCN1C(C=CC=C1)=O)=O